Cl.N[C@H]([C@H](C)O)CC1=CC(=CC=C1)OC (1S,2S)-1-amino-1-(3-methoxybenzyl)propan-2-ol hydrochloride